fluoropyridine nitrogen [N].FC1=NC=CC=C1